1,3,5-tris(1,10-phenanthroline-5-yl)benzene oxygen (0) [O].N1=CC=CC2=C(C=C3C=CC=NC3=C12)C1=CC(=CC(=C1)C1=C2C=CC=NC2=C2N=CC=CC2=C1)C1=C2C=CC=NC2=C2N=CC=CC2=C1